(2S,4S)-6-chloro-4-hydroxy-N-[(3S)-3-hydroxy-4-{[(1s,3R)-3-(trifluoromethoxy)cyclobutane-1-carbonyl]amino}bicyclo[2.2.2]octan-1-yl]-3,4-dihydro-2H-1-benzopyran-2-carboxamide ClC=1C=CC2=C([C@H](C[C@H](O2)C(=O)NC23C[C@@H](C(CC2)(CC3)NC(=O)C3CC(C3)OC(F)(F)F)O)O)C1